ClC1=NC=C(C(=C1)C1=C(C=NC(=C1)C)C(=O)NC1=NC=2C(=NC(=CC2)C2=CCC(CC2)O)N1)OC 2'-Chloro-N-(5-(4-hydroxycyclohex-1-en-1-yl)-3H-imidazo[4,5-b]pyridin-2-yl)-5'-methoxy-6-methyl-[4,4'-bipyridine]-3-carboxamide